C(CCCCCCCCCCCCCC)NCCC(=O)OC methyl β-pentadecylaminopropionate